O[C@@H]1C[C@H](N(C1)C([C@H](C(C)(C)C)N1N=NC(=C1)C(C1=CC=C(C=C1)OC)=O)=O)C(=O)NC (2S,4R)-4-hydroxy-1-[(2S)-2-[4-(4-methoxybenzoyl)triazol-1-yl]-3,3-dimethyl-butanoyl]-N-methyl-pyrrolidine-2-carboxamide